3,3'-Dichloro-4'-[[1-[[(2,4-dimethylphenyl)amino]carbonyl]-2-oxopropyl]azo][1,1'-biphenyl] ClC=1C=C(C=CC1)C1=CC(=C(C=C1)N=NC(C(C)=O)C(=O)NC1=C(C=C(C=C1)C)C)Cl